C(C)NSC=1SC2=C(N1)C=CC=C2 N-ethyl-2-benzothiazolyl-sulphenamide